BrC=1C=C2C=CC(=CC2=CC1)NC1=C(C=NC2=CC(=C(C=C12)NC(=O)NC1CCN(CC1)C)OC)C#N 1-(4-((6-Bromonaphthalen-2-yl)amino)-3-cyano-7-methoxyquinolin-6-yl)-3-(1-methylpiperidin-4-yl)urea